Tert-butyl 6-(aminomethyl)-2-((4,4-dimethylpiperidin-1-yl)methyl)-1H-indole-1-carboxylate NCC1=CC=C2C=C(N(C2=C1)C(=O)OC(C)(C)C)CN1CCC(CC1)(C)C